3-((2-(4-bromophenyl)-1H-benzimidazol-5-yl)carbamoyl)benzoic acid methyl ester COC(C1=CC(=CC=C1)C(NC1=CC2=C(NC(=N2)C2=CC=C(C=C2)Br)C=C1)=O)=O